C(O[C@H]1C[C@H](C=C2C=C[C@@H]([C@@H]([C@@H]12)CC[C@H]1OC(C[C@@H](C1)O[Si](C(C)C)(C(C)C)C(C)C)=O)C)C)(OC1=CC=C(C=C1)[N+](=O)[O-])=O (1S,3R,7S,8S,8aR)-3,7-dimethyl-8-(2-((2R,4R)-6-oxo-4-((triisopropylsilyl)oxy)tetrahydro-2H-pyran-2-yl)ethyl)-1,2,3,7,8,8a-hexahydronaphthalen-1-yl (4-nitrophenyl) carbonate